OC[C@@H]1CC[C@H](CC1)SCC1=NC2=CC(=CC=C2C(N1)=O)NC=1C=NC=CC1 2-(((trans-4-(Hydroxymethyl)cyclohexyl)thio)methyl)-7-(pyridin-3-ylamino)quinazolin-4(3H)-one